(1a'R,3'S,6'R,7a'S)-3',6'-dihydroxy-2',2',4',6'-tetramethyl-1',1a',2',3'-tetrahydrospiro[cyclopropane-1,5'-cyclopropa[c]inden]-7'(6'H)-one O[C@H]1C([C@@H]2[C@@]3(C([C@](C4(C(=C13)C)CC4)(C)O)=O)C2)(C)C